trans-N-(4-(4-(methylsulfonyl)phenoxy)cyclohexyl)-5-(2,4-difluorophenoxy)-2,2-dimethyl-pentanamide CS(=O)(=O)C1=CC=C(O[C@@H]2CC[C@H](CC2)NC(C(CCCOC2=C(C=C(C=C2)F)F)(C)C)=O)C=C1